(5-(4-isopropylphenyl)-1-methyl-1H-1,2,4-triazol-3-yl)(spiro[isochroman-1,4'-piperidine]) C(C)(C)C1=CC=C(C=C1)C1=NC(=NN1C)N1CCC2(CC1)OCCC1=CC=CC=C12